(7R,14R)-1-(difluoromethoxy)-11-(4-((dimethylphosphoryl)difluoromethyl)phenyl)-6-(methyl-d3)-6,7-dihydro-7,14-methanobenzo[f]benzo[4,5]imidazo[1,2-a][1,4]diazocin-5(14H)-one FC(OC1=CC=CC=2C(N([C@H]3C=4N([C@@H](C21)C3)C3=C(N4)C=CC(=C3)C3=CC=C(C=C3)C(F)(F)P(=O)(C)C)C([2H])([2H])[2H])=O)F